FC=1C=CC2=C(CC(CC=3N2C(=NN3)[C@@H]3CC[C@H](CC3)OC3=NC=CC=C3)N(C)C)C1 8-fluoro-N,N-dimethyl-1-[trans-4-(pyridin-2-yloxy)cyclohexyl]-5,6-dihydro-4H-[1,2,4]triazolo[4,3-a][1]benzazepin-5-amine